ClCCC[C@@]1(NC[C@H](C1)OCC1=CC(=CC=C1)I)C(=O)OC methyl (2S,4S)-2-(3-chloropropyl)-4-((3-iodobenzyl)oxy)pyrrolidine-2-carboxylate